2-((R)-3-(((3S,4R,5R)-3,4,5-tris(benzyloxy)piperidin-1-yl)methyl)pyrrolidin-1-yl)benzo[d]thiazole C(C1=CC=CC=C1)O[C@H]1CN(C[C@H](C1OCC1=CC=CC=C1)OCC1=CC=CC=C1)C[C@@H]1CN(CC1)C=1SC2=C(N1)C=CC=C2